C=CCCCCC(CCCCCC)OC(C(CCCCCCC(CCCCCCCCC)N(CCCCCCCCCC)C(CCCN(C)C)=O)F)=O 9-(N-decyl-4-(dimethylamino)butyrylamino)-2-fluorooctadecanoic acid tridecen-7-yl ester